1-(3-bromoprop-2-yn-1-yl)-N-(2-chloro-3-(trifluoromethyl)benzyl)-5-oxopyrrolidine-2-carboxamide BrC#CCN1C(CCC1=O)C(=O)NCC1=C(C(=CC=C1)C(F)(F)F)Cl